1-(4-(7-(difluoromethyl)-6-(1-methyl-1H-pyrazol-4-yl)-3,4-dihydroquinolin-1(2H)-yl)-6-(4-(methylsulfanyl)cyclohex-1-en-1-yl)isoindol-2-yl)ethan-1-one FC(C1=C(C=C2CCCN(C2=C1)C=1C2=CN(C=C2C=C(C1)C1=CCC(CC1)SC)C(C)=O)C=1C=NN(C1)C)F